2-(8-bromonaphthalen-1-yl)-1-methyl-1H-pyrrole BrC=1C=CC=C2C=CC=C(C12)C=1N(C=CC1)C